ClC(OC1=CC=C(C=C1)NC(C1=CN=C(C(=C1)C=1C=C2C(=NC1)C(C1=C2N(N=C1)C1=NC=C(C=N1)F)F)N1C[C@@H](CC1)F)=O)(F)F N-(4-(chlorodifluoromethoxy)phenyl)-5-(4-fluoro-1-(5-fluoropyrimidin-2-yl)-1,4-dihydropyrazolo[3',4':3,4]cyclopenta[1,2-b]pyridin-7-yl)-6-((R)-3-fluoropyrrolidin-1-yl)nicotinamide